2-cyclohexyl-N-((2-(2,6-dioxopiperidin-3-yl)-1-oxoisoindol-5-yl)methyl)-2,2-difluoroacetamide C1(CCCCC1)C(C(=O)NCC=1C=C2CN(C(C2=CC1)=O)C1C(NC(CC1)=O)=O)(F)F